ClC=1C(N(C(=CC1OCC1=NC=C(C=C1F)F)C)C1=CC(=NC=C1C(F)(F)F)N1C(C(=CC=C1)C(C)(C)O)=O)=O 3''-chloro-4''-((3,5-difluoropyridin-2-yl)methoxy)-3-(2-hydroxypropan-2-yl)-6''-methyl-5'-(Trifluoromethyl)-2H,2''H-[1,2':4',1''-terpyridine]-2,2''-dione